(3S)-N-(4-hydroxy-3-oxo-1-((S)-2-oxopyrrolidin-3-yl)butan-2-yl)-2-(9-hydroxy-9H-fluorene-9-carbonyl)-2-azabicyclo[2.2.2]octane-3-carboxamide OCC(C(C[C@H]1C(NCC1)=O)NC(=O)[C@H]1N(C2CCC1CC2)C(=O)C2(C1=CC=CC=C1C=1C=CC=CC21)O)=O